2-((3-formyl-4-hydroxybenzoyl)carbamoyl)isonicotinic acid C(=O)C=1C=C(C(=O)NC(=O)C=2C=C(C(=O)O)C=CN2)C=CC1O